(3S,5S)-3-methyl-1-(4-nitrophenyl)sulfonyl-5-phenylpiperazine C[C@H]1CN(C[C@@H](N1)C1=CC=CC=C1)S(=O)(=O)C1=CC=C(C=C1)[N+](=O)[O-]